N-(3-(1-((4-Methyl-4H-1,2,4-triazol-3-yl)thio)ethyl)phenyl)-1-oxo-1,2-dihydroisoquinoline-3-carboxamide CN1C(=NN=C1)SC(C)C=1C=C(C=CC1)NC(=O)C=1NC(C2=CC=CC=C2C1)=O